4-Amino-3-[6-(2-chlorophenyl)pyridin-3-ylazo]naphthalin NC1=C(C=CC2=CC=CC=C12)N=NC=1C=NC(=CC1)C1=C(C=CC=C1)Cl